Phthalazine-5,8(6H)-dicarboxylic acid 5-ethyl 8-methyl ester COC(=O)C1=CCC(C=2C=NN=CC12)C(=O)OCC